6-(difluoromethyl)-7-(2-pyrimidinyl)-1H-indole FC(C1=CC=C2C=CNC2=C1C1=NC=CC=N1)F